FC=1C=C(C=C(C1)F)[C@@H]1CCN2N1C(C1(C2)CCN(CC1)C1=NC=CC=C1F)=O (S)-7'-(3,5-difluorophenyl)-1-(3-fluoropyridin-2-yl)dihydro-1'H,3'H,5'H-spiro[piperidine-4,2'-pyrazolo[1,2-a]pyrazol]-1'-one